C1(CCC(CCCC)O1)=O Delta-octanolide